ClC=1N=C(N2N=C(N=CC21)SC)OC(C)C 5-chloro-7-isopropoxy-2-(methylsulfanyl)imidazo[4,3-f][1,2,4]triazine